C(C)(=O)NC1=CC=CC=C1 acetic acid anilide